Furandimethylamine O1C(=C(C=C1)CN)CN